3-(3-trifluoromethylphenyl)-2-benzyloxirane-2-carboxylic acid dicyclohexylamine salt C1(CCCCC1)NC1CCCCC1.FC(C=1C=C(C=CC1)C1C(O1)(C(=O)O)CC1=CC=CC=C1)(F)F